(4-((4-(6-((5-fluoro-4-(7'-fluoro-2'-methylspiro[cyclopentane-1,3'-indol]-5'-yl)pyrimidin-2-yl)amino)pyridin-3-yl)piperidin-1-yl)methyl)phenyl)methanol FC=1C(=NC(=NC1)NC1=CC=C(C=N1)C1CCN(CC1)CC1=CC=C(C=C1)CO)C=1C=C2C3(C(=NC2=C(C1)F)C)CCCC3